CC(C)(C)OC(=O)N1N=C(C2=CC(=C3C(=C12)C(N(C3C3=C(C=CC(=C3)F)Cl)CC3=CC=C(C=C3)OC)=O)Br)N 3-Amino-5-bromo-6-(2-chloro-5-fluorophenyl)-7-[(4-methoxyphenyl)methyl]-8-oxo-7,8-dihydro-6H-pyrrolo[4,3-g]indazole-1-carboxylic acid 2-methylpropan-2-yl ester